NCCN1CC=NC=C1 N-(2-aminoethyl)pyrazine